N1=C(C=C(C=C1)C(=O)[O-])C1=NC=CC=C1 2,2'-bipyridine-4-carboxylate